3-{2-[2-(3-aminopropoxy)ethoxy]ethoxy}propylamine NCCCOCCOCCOCCCN